tert-butyl 2-[4-[[4-[(3S)-3-(1-hydroxy-1-methyl-ethyl)pyrrolidin-1-yl]-5-(trifluoromethyl) pyrimidin-2-yl] amino]-3-methyl-phenyl]sulfonyl-7-azaspiro[3.5]nonane-7-carboxylate OC(C)(C)[C@@H]1CN(CC1)C1=NC(=NC=C1C(F)(F)F)NC1=C(C=C(C=C1)S(=O)(=O)C1CC2(C1)CCN(CC2)C(=O)OC(C)(C)C)C